Tert-Butyl (S)-22-((((9H-fluoren-9-yl)methoxy)carbonyl)amino)-21-oxo-2,5,8,11,14,17-hexaoxa-20-azapentacosan-25-oate C1=CC=CC=2C3=CC=CC=C3C(C12)COC(=O)N[C@H](C(NCCOCCOCCOCCOCCOCCOC)=O)CCC(=O)OC(C)(C)C